1-(2-fluoro-6-methylphenyl)cyclopropane-1-carbonitrile FC1=C(C(=CC=C1)C)C1(CC1)C#N